ClC=1C(=NC(=NC1)NC1=C(C=C(C(=C1)CC)N1CCC(CC1)N1CCNCC1)OC)NC1=C(C(=CC=C1)OC)NS(=O)(=O)C N-[2-[[5-chloro-2-[5-ethyl-2-methoxy-4-(4-piperazin-1-yl-1-piperidyl)anilino]pyrimidine-4-yl]amino]-6-methoxyphenyl]methanesulfonamide